ONC1(C(=NN(C1=O)C)C1=C(C=CC=C1)S(=O)(=O)NC)C [4-(hydroxyamino)-1,4-dimethyl-5-oxo-4,5-dihydro-1H-pyrazol-3-yl]-N-methylbenzene-1-sulfonamide